2-((4-Fluoro-2-(pent-4-en-1-yl)phenyl)amino)-5-(trifluoromethyl)benzoic acid FC1=CC(=C(C=C1)NC1=C(C(=O)O)C=C(C=C1)C(F)(F)F)CCCC=C